7-{3,5-bis(trichloromethyl)phenyl}heptyl-trimethoxysilane ClC(C=1C=C(C=C(C1)C(Cl)(Cl)Cl)CCCCCCC[Si](OC)(OC)OC)(Cl)Cl